methoxyethoxytin COCCO[Sn]